(3-(1-amino-1,3-dihydrospiro[indene-2,4'-piperidin]-1'-yl)-6-(2-(2-chloro-3-fluoropyridin-4-yl)vinyl)pyrazin-2-yl)methanol Ethyl-2,4-dioxobutyrate C(C)C(C(C(=O)OCC1=NC(=CN=C1N1CCC2(CC1)C(C1=CC=CC=C1C2)N)C=CC2=C(C(=NC=C2)Cl)F)=O)C=O